CC1(OC=2C=C(C=C(C2[C@H]2[C@H]1CC=C(C2)C)O)O)C (6Ar,10aR)-6,6,9-trimethyl-6a,7,10,10a-tetrahydrobenzo[c]chromene-1,3-diol